(S)-(4-chlorophenyl)-(pyridin-2-yl)-methanol ClC1=CC=C(C=C1)[C@H](O)C1=NC=CC=C1